C[C@]12CC3(CC(C[C@@](C1)(C3)C)C2)NC(NC2=CC=C(C(=O)N3CCC(CC3)C(=O)N(C)C)C=C2)=O 1-(4-{3-[(1r,3R,5S,7r)-3,5-dimethyladamantane-1-yl]ureido}benzoyl)-N,N-dimethylpiperidine-4-carboxamide